[Pt](C#N)C#N.[Ba] barium platinous cyanide